C(C)(C)(C)C1=CC(=C(C=C1)I)I 4-(tert-butyl)-1,2-diiodobenzene